FC(C=1C=C(C=CC1)C1=CC(=CS1)C(=O)NC1=NC(=NS1)CC(C)N(CC)CC)(F)F 5-(3-(trifluoromethyl)phenyl)-N-(3-(2-(diethylamino)propyl)-1,2,4-thiadiazol-5-yl)thiophene-3-carboxamide